(S)-N-methyl-6-(4-(trifluoromethyl)-1H-pyrazol-1-yl)-2,3-dihydrobenzofuran-3-amine hydrochloride Cl.CN[C@@H]1COC2=C1C=CC(=C2)N2N=CC(=C2)C(F)(F)F